3-(2-hydroxyethylamino)propionitrile OCCNCCC#N